CC=1C=C(OCC(=O)N(CC2OCCC2)C2=NNC=C2)C=CC1 2-(3-methylphenoxy)-N-(1H-pyrazol-3-yl)-N-(tetra-hydrofuran-2-ylmethyl)acetamide